1,3,5-trimethyl-2,4,6-tris(3,5-di-t-butyl-4-hydroxybenzyl)benzoate CC1(C(=O)[O-])C(C(=C(C(=C1CC1=CC(=C(C(=C1)C(C)(C)C)O)C(C)(C)C)C)CC1=CC(=C(C(=C1)C(C)(C)C)O)C(C)(C)C)C)CC1=CC(=C(C(=C1)C(C)(C)C)O)C(C)(C)C